(S)-4-(7-((5-nitro-1-(phenylsulfonyl)-1H-pyrrolo[2,3-b]pyridin-4-yl)amino)-5-azaspiro[2.4]hept-5-yl)butanenitrile [N+](=O)([O-])C=1C(=C2C(=NC1)N(C=C2)S(=O)(=O)C2=CC=CC=C2)N[C@@H]2CN(CC21CC1)CCCC#N